BrC=1C=CC(=C(OCCCNC2CC(OCC2)C(=O)O)C1)C=1OC2=C(C=CC=C2C(C1)=O)Cl 4-[3-[5-bromo-2-(8-chloro-4-oxo-chromen-2-yl)phenoxy]propylamino]tetrahydropyran-2-carboxylic acid